3'-chloro-5'-(pyren-1-yl)-[1,1'-biphenyl]-3-carbonitrile ClC=1C=C(C=C(C1)C1=CC=C2C=CC3=CC=CC4=CC=C1C2=C34)C3=CC(=CC=C3)C#N